1-(tert-butoxycarbonyl)azetidin-3-yl (R)-4-(azetidin-1-yl)-2,5-dimethyl-5,7-dihydro-6H-pyrrolo[3,4-d]pyrimidine-6-carboxylate N1(CCC1)C=1C2=C(N=C(N1)C)CN([C@@H]2C)C(=O)OC2CN(C2)C(=O)OC(C)(C)C